5-Amino-8-(2-furyl)-3-[3-[4-[4-(2-methoxyethoxy)phenyl]piperazin-1-yl]propyl]-1-methyl-[1,2,4]triazolo[5,1-f]purin-2-one NN1C=NC(=C2N3C(N=C12)N(C(N3C)=O)CCCN3CCN(CC3)C3=CC=C(C=C3)OCCOC)C=3OC=CC3